methyl 4-bromo-2-(cyclobutylamino)benzoate BrC1=CC(=C(C(=O)OC)C=C1)NC1CCC1